C(C)(=O)O[C@H]([C@@H](CNC(CC1=CC=C(C=C1)Cl)=O)OC(C)=O)[C@@H]1O[C@](C[C@@H]([C@H]1NC(=O)OC(C)(C)C)OC(C)=O)(C(=O)OC)OCC1=CC=CC=C1 (1R,2R)-1-((2R,3R,4S,6R)-4-acetoxy-6-(benzyloxy)-3-((tert-butoxycarbonyl)amino)-6-(methoxycarbonyl)tetrahydro-2H-pyran-2-yl)-3-(2-(4-chlorophenyl)acetamido)propane-1,2-diyl diacetate